BrC1=CC=2N(N=C1OCC1=NC=3CCN(CC3C=C1)C(=O)OC(C)(C)C)C(=NN2)C2=CC=C(C=C2)F Tert-butyl 2-(((7-bromo-3-(4-fluorophenyl)-[1,2,4]triazolo[4,3-b]pyridazin-6-yl) oxy) methyl)-7,8-dihydro-1,6-naphthyridine-6(5H)-carboxylate